OC=1C2=C(N(C(C1C#N)=O)C)C=CS2 7-Hydroxy-4-methyl-5-oxo-4,5-dihydrothieno[3,2-b]pyridine-6-carbonitrile